3-(benzo[d]oxazol-6-ylamino)-4-methoxycyclobut-3-en-1,2-dione O1C=NC2=C1C=C(C=C2)NC=2C(C(C2OC)=O)=O